C1(CC1)C(=O)N1[C@H]([C@H]([C@H](C1)F)NS(=O)(=O)CC)CC=1C=C(C=CC1)C1=C(C=CC=C1)F N-{(2S,3R,4S)-1-(cyclopropanecarbonyl)-4-fluoro-2-[(2'-fluoro[1,1'-biphenyl]-3-yl)methyl]pyrrolidin-3-yl}ethanesulfonamide